3-((2S)-2-hydroxy-3-(8-(quinolin-6-ylsulfonyl)-1-oxa-8-azaspiro[4.5]dec-3-ylamino)propoxy)-N-methylbenzenesulfonamide O[C@H](COC=1C=C(C=CC1)S(=O)(=O)NC)CNC1COC2(C1)CCN(CC2)S(=O)(=O)C=2C=C1C=CC=NC1=CC2